ClC=1C=C(C=C(C1)Cl)C1=CC(=CC(=C1)OC=1C=NC(=NC1)N1CCN(CC1)C)C(=O)OC methyl 3',5'-dichloro-5-((2-(4-methylpiperazin-1-yl) pyrimidin-5-yl) oxy)-[1,1'-biphenyl]-3-carboxylate